(S)-2-(1-(tert-butoxycarbonyl)piperidin-3-yl)-1-(cyclopropylmethyl)-7-(2-ethyl-6-methylpyridin-3-yl)-3-fluoro-1H-indole-5-carboxylic acid C(C)(C)(C)OC(=O)N1C[C@H](CCC1)C=1N(C2=C(C=C(C=C2C1F)C(=O)O)C=1C(=NC(=CC1)C)CC)CC1CC1